1-(benzenesulfonyl)-3-(2,5-dichloropyrimidin-4-yl)indole C1(=CC=CC=C1)S(=O)(=O)N1C=C(C2=CC=CC=C12)C1=NC(=NC=C1Cl)Cl